FC=1C=NC=2C1N(CC2)C(C(C(=O)[O-])(C)C)C (6-fluoropyrrolo[3,2-b]pyrrol-1(2H)-yl)-2,2-dimethylbutyrate